[Si](C1=CC=CC=C1)(C1=CC=CC=C1)(C(C)(C)C)OC[C@@H](C=1OC2=C(N1)C=C1C(=C2F)CC(C1)C=O)NC(OC(C)(C)C)=O tert-Butyl N-[(1S)-2-[tert-butyl(diphenyl)silyl]oxy-1-(8-fluoro-6-formyl-6,7-dihydro-5H-cyclopenta[f][1,3]benzoxazol-2-yl)ethyl]carbamate